2,7-dinitro-10-methylphenoxazine [N+](=O)([O-])C1=CC=2N(C3=CC=C(C=C3OC2C=C1)[N+](=O)[O-])C